FC=1C=C(C=2C3=C(NC2C1)C(=NC(=N3)C(F)(F)F)N(C)C)F 7,9-difluoro-N,N-dimethyl-2-(trifluoromethyl)-5H-pyrimido[5,4-b]indol-4-amine